ClC=1C=C(C=CC1)NS(=O)(=O)C1=CC=C(C=C1)NC(C1=CC=C(C=C1)F)=O N-(4-(N-(3-chlorophenyl)sulfamoyl)phenyl)-4-fluorobenzamide